C(C=C)(=O)N1C[C@H]2N(C(C=3C=C(C(=C4C(=CN(C34)CC2)C)C2=CC=C(C=3SC(=C(C32)C#N)N)F)F)=O)CC1 (S)-4-((S)-10-Acryloyl-2-fluoro-4-methyl-14-oxo-8,8a,9,10,11,12-hexahydro-7H,14H-pyrazino[1',2':5,6][1,5]diazocino[3,2,1-hi]indol-3-yl)-2-amino-7-fluorobenzo[b]thiophene-3-carbonitrile